FC(CO)(CN1[C@@H](C=2NC3=CC=CC=C3C2C[C@H]1C)C1=NC=CC(=C1C)OCCNCCCF)F 2,2-difluoro-3-((1S,3R)-1-(4-(2-((3-fluoropropyl)amino)ethoxy)-3-methylpyridin-2-yl)-3-methyl-1,3,4,9-tetrahydro-2H-pyrido[3,4-b]indol-2-yl)propan-1-ol